N(=C=O)CCCCOC(C=C)=O acrylic acid-4-isocyanato-butyl ester